O=C1NC(CCC1N1C(N(C2=C1C=CC=C2C#CCOCCOCCNC(OC(C)(C)C)=O)C)=O)=O tert-butyl (2-(2-((3-(1-(2,6-dioxopiperidin-3-yl)-3-methyl-2-oxo-2,3-dihydro-1H-benzo[d]imidazol-4-yl)prop-2-yn-1-yl)oxy)ethoxy)ethyl)carbamate